C(C)(C)(C)C=1C=C(C2=C(C(C(O2)=O)C2=CC(=C(C=C2)C)C)C1)C(C)(C)C 5,7-Di-tert-butyl-3-(3,4-xylyl)benzofuran-2(3H)-one